2-(benzo[d]oxazol-2-ylsulfanyl)-N-(2-chlorophenyl)acetamide O1C(=NC2=C1C=CC=C2)SCC(=O)NC2=C(C=CC=C2)Cl